C(C1=CC=CC=C1)N1CCN(CC1)CCCCC1=CC=CC(=N1)C=NO 6-(4-(4-Benzylpiperazin-1-yl)butyl)pyridinealdoxime